S(=O)(=O)([O-])[O-].[Co+2] Cobalt (sulfate)